3-fluorobenzyl-4-(piperazin-1-yl)-2-(trifluoromethyl)-1H-benzimidazole FC=1C=C(CN2C(=NC3=C2C=CC=C3N3CCNCC3)C(F)(F)F)C=CC1